FC=1C(=C(C2=CC=CC=C2C1)C#N)C1=CC=NN1C 3-fluoro-2-(1-methyl-1H-pyrazol-5-yl)-1-naphthalen-carbonitrile